phenyl-bipyrene C1(=CC=CC=C1)C1=C(C2=CC=C3C=CC=C4C=CC(=C1)C2=C43)C4=CC=C3C=CC2=CC=CC1=CC=C4C3=C21